C1(=CC=C(C=C1)S(=O)(=O)[O-])C para-tolylsulfonate